BrC=1C=C(C=NC=2C=NC=CC2)C=CC1 N-(3-bromobenzylidene)pyridin-3-amine